CC1=CC2=C(C3=CC=CC=C3C(=C2C=C1)OC(=O)CCCCC)OC(=O)CCCCC 2-methyl-9,10-bis(n-pentylcarbonyloxy)anthracene